C(C)OC(C[C@H](CCl)O)=O (R)-4-chloro-3-hydroxy-butanoic acid ethyl ester